(3S)-3-amino-N-cyclopropyl-2-hydroxy-4-[(6R*)-5-oxo-4-azaspiro[2.4]heptan-6-yl]butanamide N[C@H](C(C(=O)NC1CC1)O)C[C@H]1C(NC2(CC2)C1)=O |o1:11|